OCCOC(C(=O)C1=CC=CC=C1)(C)C (2-hydroxyethoxy)-2-methylpropiophenone